COC1=CC=C(C=C1)C(OC[C@@H]1[C@H](C[C@@H](O1)N1C(NC(C(=C1)F)=O)=O)O)(C1=CC=CC=C1)C1=CC=C(C=C1)OC 1-[(2R,4S,5R)-5-[[bis(4-methoxyphenyl)(phenyl)methoxy]methyl]-4-hydroxyoxolan-2-yl]-5-fluoro-3H-pyrimidine-2,4-dione